4-amino-7-cyclopropyl-1-[(8R)-4-oxaspiro[2.5]oct-8-yl]pyrido[2,3-d]pyrimidin-2-one NC=1C2=C(N(C(N1)=O)[C@@H]1CCCOC13CC3)N=C(C=C2)C2CC2